Tert-butyl (3R)-2'-{6-amino-5-[(1R)-1-(3-fluoropyridin-2-yl)ethoxy]pyridin-3-yl}-5',6'-dihydrospiro[pyrrolidine-3,4'-pyrrolo[1,2-b]pyrazole]-1-carboxylate NC1=C(C=C(C=N1)C=1C=C2N(N1)CC[C@]21CN(CC1)C(=O)OC(C)(C)C)O[C@H](C)C1=NC=CC=C1F